N-(3-(benzo[d]oxazol-2-yl)phenyl)-2-(tetrahydro-2H-pyran-4-yl)acetamide O1C(=NC2=C1C=CC=C2)C=2C=C(C=CC2)NC(CC2CCOCC2)=O